(4-amino-2-chlorophenyl)(methyl)carbamic acid tert-butyl ester C(C)(C)(C)OC(N(C)C1=C(C=C(C=C1)N)Cl)=O